1-(2-hydroxy-2-methylpropyl)-N-phenylpiperidine-4-sulfonamide OC(CN1CCC(CC1)S(=O)(=O)NC1=CC=CC=C1)(C)C